N1C=NC=C1CNCC1=CC(=CC(=C1)C)OC N-((1H-imidazol-5-yl)methyl)-1-(3-methoxy-5-methylphenyl)methanamine